4-chloro-6-(difluoromethoxy)pyridazine-3-carboxylic acid ClC1=C(N=NC(=C1)OC(F)F)C(=O)O